2-((6-(4-(1H-imidazol-1-yl)piperidin-1-yl)-3,5-dicyano-4-ethylpyridin-2-yl)thio)-2-phenylacetamide N1(C=NC=C1)C1CCN(CC1)C1=C(C(=C(C(=N1)SC(C(=O)N)C1=CC=CC=C1)C#N)CC)C#N